The molecule is an organic heterotetracyclic compound that is 1,3-dihydro-2H-1-benzazepin-2-one which shares its 4-5 bond with the 3-2 bond of 5-nitro-1H-indole. It has a role as an EC 2.7.11.22 (cyclin-dependent kinase) inhibitor, an EC 2.7.11.1 (non-specific serine/threonine protein kinase) inhibitor, an EC 2.7.11.26 (tau-protein kinase) inhibitor, an antineoplastic agent, an apoptosis inducer and an anti-HIV-1 agent. It is a C-nitro compound, an organic heterotetracyclic compound and a member of caprolactams. It derives from a paullone. C1C2=C(C3=CC=CC=C3NC1=O)NC4=C2C=C(C=C4)[N+](=O)[O-]